N1(N=CN=C1)CCNC1=CC=C(C=C1C1=CC=CC=C1)NC(C1=CC=CC=C1)=O N-(6-(2-(1H-1,2,4-triazol-1-yl)ethylamino)biphenyl-3-yl)benzamide